F[C@H]1C[C@@H](N(C1)C(=O)OC(C)(C)C)C(NC=1C=NC(=CC1)C=1N(N=CC1)C1OCCCC1)=O tert-butyl (2R,4S)-4-fluoro-2-[[6-(2-tetrahydropyran-2-ylpyrazol-3-yl)-3-pyridyl]carbamoyl]pyrrolidine-1-carboxylate